1-nitro-2,3,4,5,6-pentamethylbenzene [N+](=O)([O-])C1=C(C(=C(C(=C1C)C)C)C)C